FC1(CC(C1)C(N1CC2(CC1)OCCN1C2=CC(=N1)C=1C=C(C(=NC1)N)C(F)(F)F)C=1NC=CN1)F 5-{1'-[(3,3-difluorocyclobutyl)(1H-imidazol-2-yl)methyl]-6,7-dihydrospiro[pyrazolo[5,1-c][1,4]oxazine-4,3'-pyrrolidin]-2-yl}-3-(trifluoromethyl)pyridin-2-amine